[Si](C)(C)(C(C)(C)C)O[C@@H]1C[C@H](N(C1)C(=O)OC(C)(C)C)C(\C=C/N(C)C)=O tert-butyl (2S,4R)-4-[tert-butyl(dimethyl)silyl]oxy-2-[(Z)-3-(dimethylamino)prop-2-enoyl]pyrrolidine-1-carboxylate